1-(4-(2,6-dimethylmorpholino)phenyl)cyclohexane-1,4-diamine CC1OC(CN(C1)C1=CC=C(C=C1)C1(CCC(CC1)N)N)C